N-methyl-diazoacetyl-p-methoxyaniline sodium [Na].CN(C1=CC=C(C=C1)OC)C(C=[N+]=[N-])=O